[Na].ClC=1C=NC=CC1S 3-chloropyridine-4-thiol sodium salt